ClC=1C=C(C=CC1F)NC(N(C)C(C)C1=CNC(C2=C(C(=CC=C12)F)F)=O)=O 3-(3-chloro-4-fluorophenyl)-1-(1-(7,8-difluoro-1-oxo-1,2-dihydroisoquinolin-4-yl)ethyl)-1-(methyl)urea